2-decyltetradecyl 7-chloroheptanoate ClCCCCCCC(=O)OCC(CCCCCCCCCCCC)CCCCCCCCCC